CC(=C[C@H]1C([C@@H]1C(=O)OCC1=C(C(=C(C(=C1Cl)F)COC)F)Cl)(C)C)C 2,6-dichloro-3,5-difluoro-4-methoxymethylbenzyl (1R)-trans-3-(2-methyl-1-propenyl)-2,2-dimethylcyclopropanecarboxylate